C(C(C)N)N.[Na] sodium propylenediamine